(R)-4-(3H-[1,2,3]triazolo[4,5-b]pyridin-3-yl)-N-(2,3-dimethylthieno[3,2-c]pyridin-4-yl)-2-fluoro-N-(piperidin-3-yl)benzamide N1=NN(C2=NC=CC=C21)C2=CC(=C(C(=O)N([C@H]1CNCCC1)C1=NC=CC3=C1C(=C(S3)C)C)C=C2)F